4-chloro-2-cyano-N,N-dimethyl-5-(4-methylphenyl)-1H-imidazole-1-sulfonamide ClC=1N=C(N(C1C1=CC=C(C=C1)C)S(=O)(=O)N(C)C)C#N